1-(5-(2,4-difluorophenyl)-1-((3-fluorophenyl)sulfonyl)-4-methoxy-1H-pyrrol-3-yl)-N-methylmethylamine FC1=C(C=CC(=C1)F)C1=C(C(=CN1S(=O)(=O)C1=CC(=CC=C1)F)CNC)OC